(S)-3-((6-(benzo[d][1,3]dioxol-5-yl)benzo[d]thiazol-2-yl)carbamoyl)pyrrolidine-1-carboxylic acid tert-butyl ester C(C)(C)(C)OC(=O)N1C[C@H](CC1)C(NC=1SC2=C(N1)C=CC(=C2)C2=CC1=C(OCO1)C=C2)=O